ethoxybutyraldehyde CCC(C=O)OCC